N-propargyl-N'-p-tolyl-carbodiimide C(C#C)N=C=NC1=CC=C(C=C1)C